2-chloro-3,3'-bis(3-chloropropyloxy)-2'-methyl-1,1'-biphenyl ClC1=C(C=CC=C1OCCCCl)C1=C(C(=CC=C1)OCCCCl)C